3-bromo(trifluoromethyl)pyridin-2-amine BrC=1C(=NC=CC1C(F)(F)F)N